2-[({2-amino-3-[(2-imino-4-methyl-2,3-dihydro-1,3-oxazol-3-yl)methyl]phenyl}carbamothioyl)amino]-2-[3-(trifluoromethyl)phenyl]propyl 2,2-dimethylpropanoate CC(C(=O)OCC(C)(C1=CC(=CC=C1)C(F)(F)F)NC(NC1=C(C(=CC=C1)CN1C(OC=C1C)=N)N)=S)(C)C